N-{3-methoxy-4-[(3-{4-[(1-methylpiperidin-4-yl)amino]-1-(2,2,2-trifluoroethyl)-1H-indol-2-yl}prop-2-yl)amino]phenyl}methanesulfonamide COC=1C=C(C=CC1NC(C)CC=1N(C2=CC=CC(=C2C1)NC1CCN(CC1)C)CC(F)(F)F)NS(=O)(=O)C